FC(C=1C=C(CO[C@H]2[C@@H](CNC2)N2N=C(C=C2)C#N)C=CC1)(F)F 1-(trans-4-(3-(trifluoromethyl)benzyloxy)pyrrolidin-3-yl)-1H-pyrazole-3-carbonitrile